FC1=CC=CC=2C3CC[C@@]4(C(C[C@H](C4C3CCC12)CCC(=O)NC=1N=NC(=CC1)C)=O)C 3-((13S,15R)-4-fluoro-13-methyl-17-oxo-7,8,9,11,12,13,14,15,16,17-decahydro-6H-cyclopenta[a]phenanthren-15-yl)-N-(6-methylpyridazin-3-yl)propanamide